FC1=C(C=CC(=C1)F)[C@](CNCC=1C=CC=2N(C1)N=C(C2C2=CC=NC=C2)C2=CC=C(C=C2)F)(CN2N=CN=C2)O (S)-2-(2,4-difluorophenyl)-1-(((2-(4-fluorophenyl)-3-(pyridin-4-yl)pyrazolo[1,5-a]pyridin-6-yl)methyl)amino)-3-(1H-1,2,4-triazol-1-yl)propan-2-ol